N5-((5-((Imidazo[1,2-a]pyridin-7-yloxy)methyl)-2-oxabicyclo[3.1.1]heptan-1-yl)methyl)isoquinoline-1,5-diamine N=1C=CN2C1C=C(C=C2)OCC21CCOC(C2)(C1)CNC=1C=2C=CN=C(C2C=CC1)N